COC[C@@H](C)N1C=C2NC=3N(C=C2C1)N=C(C3)C(C)C 6-[(2R)-1-methoxypropan-2-yl]-2-(propan-2-yl)-6,7-dihydro-4H-pyrazolo[1,5-a]pyrrolo[3,4-d]pyrimidine